CC=1N=CC2=C(N1)C(N(C(=C2)OC2COCCC2)C)=O 2,7-dimethyl-6-((tetrahydro-2H-pyran-3-yl)oxy)pyrido[3,4-d]pyrimidin-8(7H)-one